1-[3-(4-Fluoro-benzyl)-3H-imidazo[4,5-b]pyridin-2-ylmethyl]-3-[(S)-1-(4-fluoro-phenyl)-ethyl]-urea FC1=CC=C(CN2C(=NC=3C2=NC=CC3)CNC(=O)N[C@@H](C)C3=CC=C(C=C3)F)C=C1